CC(C#C)(CC)O 3-methyl-pentyne-3-ol